2-[(4-methylphenyl)methyl]-1H-benzimidazole CC1=CC=C(C=C1)CC1=NC2=C(N1)C=CC=C2